5-isopropyl-2-methyl-1,4,7,23-tetraoxo-10,13,16,19-tetraoxa-3,6,22-triazaheptacosan-27-oic acid C(C)(C)C(C(NC(C=O)C)=O)NC(CCOCCOCCOCCOCCNC(CCCC(=O)O)=O)=O